4-(((1R,5s,6s)-3-azabicyclo[3.1.0]hex-6-yl)amino)-N-((R)-1-(3-(difluoromethyl)-2-fluorophenyl)ethyl)-1-(1-(difluoromethyl)cyclopropyl)-6-oxo-1,6-dihydropyridine-3-carboxamide [C@@H]12CNC[C@H]2C1NC=1C(=CN(C(C1)=O)C1(CC1)C(F)F)C(=O)N[C@H](C)C1=C(C(=CC=C1)C(F)F)F